C1(=CC=CC=C1)P(C1=CN(C2=CC=CC=C12)C)C1=CC=CC=C1 3-(diphenylphosphino)-1-methylindole